2-((4'-((5-cyclopropyl-3-(2,6-dichlorophenyl)isoxazol-4-yl)methoxy)-[1,1'-biphenyl]-4-yl)oxy)acetic acid C1(CC1)C1=C(C(=NO1)C1=C(C=CC=C1Cl)Cl)COC1=CC=C(C=C1)C1=CC=C(C=C1)OCC(=O)O